C1(CC1)N1N=CC(=C1)C1CN(CCC1(F)F)C=1N=C(C2=C(N1)N=C(S2)N(C)C)C2=C(C=C(C=C2)C(F)(F)F)F 5-(3-(1-cyclopropyl-1H-pyrazol-4-yl)-4,4-difluoropiperidin-1-yl)-7-(2-fluoro-4-(trifluoromethyl)phenyl)-N,N-dimethylthiazolo[4,5-d]pyrimidin-2-amine